[N+](=O)([O-])C=1C(=NC=CC1)C1=NC=CC=C1[N+](=O)[O-] 3,3'-dinitro-2,2'-bipyridine